(15R)-5-[4-[4-(2-hydroxyethyl)-1-piperidyl]phenyl]-15-methyl-11-thia-6,14,17-triazatetracyclo[8.8.0.02,7.012,18]octadeca-1,3,5,7,9,12(18)-hexaen-13-one OCCC1CCN(CC1)C1=CC=C(C=C1)C=1C=CC2=C3C=4NC[C@H](NC(C4SC3=CC=C2N1)=O)C